ClC1=CC(=C2C(=N1)C(=NN2COCC[Si](C)(C)C)N(S(=O)(=O)C)S(=O)(=O)C)C=C N-(5-chloro-1-((2-(trimethylsilyl)ethoxy)methyl)-7-vinyl-1H-pyrazolo[4,3-b]pyridin-3-yl)-N-(methylsulfonyl)methanesulfonamide